NC(C)C=1C=CC(=C(CONC(=O)C2=NC(=CN=C2)C=2C=NC(=CC2)OCC)C1)F N-((5-(1-aminoethyl)-2-fluorobenzyl)oxy)-6-(6-ethoxypyridin-3-yl)pyrazine-2-carboxamide